8-chloro-N-[3-(2,6-diazaspiro[3.3]hept-2-yl)phenyl]-N-methyl-[1,2,4]triazolo[4,3-a]quinazolin-5-amine ClC1=CC=C2C(=NC=3N(C2=C1)C=NN3)N(C)C3=CC(=CC=C3)N3CC1(C3)CNC1